(6R,8aS)-6-[8-amino-1-(2-ethoxy-4-{1-hydroxy-1-[3-(trifluoromethyl)phenyl]ethyl}phenyl)imidazo[1,5-a]pyrazin-3-yl]hexahydroindolizin-3(2H)-one NC=1C=2N(C=CN1)C(=NC2C2=C(C=C(C=C2)C(C)(C2=CC(=CC=C2)C(F)(F)F)O)OCC)[C@H]2CN1C(CC[C@@H]1CC2)=O